OC=1C=C2C=C(NC2=CC1)C(=O)OCC ethyl 5-hydroxy-1H-indole-2-carboxylate